C(C)(C)(C)OC(=O)N1C(CCCC1)CC1=CC=CC=2OC(OC21)(C)C2=NC=C(C=C2)Cl ((2-(5-chloropyridin-2-yl)-2-methylbenzo[d][1,3]dioxol-4-yl)methyl)piperidine-1-carboxylic acid tert-butyl ester